C(C=C)OC1=CC=C(C=C1)C1(CC(C(NC1)=O)C1=CC=C(C=C1)F)C 5-(4-allyloxyphenyl)-3-(4-fluorophenyl)-5-methylpiperidin-2-one